N1C=CC(=CC=C1)C(=O)[O-] azepine-4-formate